C1(=CC(=CC=C1)[C@@H]1N(OCC1)C1=CC(=NC=N1)NC=1C(=CC(=C(C1)NC(C=C)=O)N1CCN(CC1)C(C)=O)OC)C1=CC=CC=C1 (R)-N-(5-((6-(3-([1,1'-biphenyl]-3-yl)isoxazolidin-2-yl)pyrimidin-4-yl)-amino)-2-(4-acetyl-piperazin-1-yl)-4-methoxyphenyl)-acrylamide